(1r,4r)-4-((4-Amino-5-(3-(2-fluoroethyl)-2-methyl-3H-imidazo[4,5-b]pyridin-5-yl)pyrrolo[2,1-f][1,2,4]triazin-2-yl)amino)-1-methylcyclohexan-1-ol NC1=NC(=NN2C1=C(C=C2)C2=CC=C1C(=N2)N(C(=N1)C)CCF)NC1CCC(CC1)(O)C